C(CCCCCCCCCCCCCCCCC)N1C(=C(C(C2=C(C=C(C=C12)OC)OCC1=CC=CC=C1)=O)OCC1=CC=CC=C1)C1=CC(=C(C=C1)OCC1=CC=CC=C1)OC N-octadecyl-2-(3-methoxy-4-benzyloxyphenyl)-7-methoxy-3,5-dibenzyloxy-quinolin-4-one